ClC(OC1=CC=C(C=C1)NC(C1=CN=C(C(=C1)C=1C=C2C(=NC1)CC=1C2=NN(C1)C1=NC=CC=N1)N1C[C@@H](CC1)F)=O)(F)F (R)-N-(4-(chlorodifluoromethoxy)phenyl)-6-(3-fluoropyrrolidin-1-yl)-5-(2-(pyrimidin-2-yl)-2,4-dihydropyrazolo[3',4':3,4]cyclopenta[1,2-b]pyridin-7-yl)nicotinamide